NC1=C(C(N(C(=C1)C(F)(F)F)C)=O)N(C(=O)C1=NC=C(C=C1SCC)C1=CC=C(C=C1)Cl)C N-[4-amino-1-methyl-2-oxo-6-(trifluoromethyl)-3-pyridyl]-5-(4-chlorophenyl)-3-ethylsulfanyl-N-methyl-pyridine-2-carboxamide